NC1=C(C=2C(=NC(=C(C2)C)C)N1C1=CC(=CC(=C1)OC)OC)C(=O)N 2-Amino-1-(3,5-dimethoxyphenyl)-5,6-dimethyl-1H-pyrrolo[2,3-b]pyridine-3-carboxamide